2-{8-[(2,5-difluoro-4-methylphenyl)methyl]-3-fluoroimidazo[1,2-a]pyrazin-6-yl}-4-hydroxypyrimidine-5-carboxamide FC1=C(C=C(C(=C1)C)F)CC=1C=2N(C=C(N1)C1=NC=C(C(=N1)O)C(=O)N)C(=CN2)F